ClC1=NC(=CC(=N1)Cl)C1=CC=C(C=C1)C 2,4-dichloro-6-(p-tolyl)pyrimidine